((6-(6-cyclopropyl-5-fluoro-2-((4-(4-methylpiperazin-1-yl)phenyl)amino)-7H-pyrrolo[2,3-d]pyrimidin-7-yl)pyridin-2-yl)imino)dimethyl-λ6-sulfanone C1(CC1)C1=C(C2=C(N=C(N=C2)NC2=CC=C(C=C2)N2CCN(CC2)C)N1C1=CC=CC(=N1)N=S(=O)(C)C)F